NC1=NN(C(=N1)N)CCCCCCCCCCCC[Si](OC)(OC)OC 3,5-diamino-1-[12-(trimethoxysilyl)dodecyl]-1,2,4-triazole